ClC1=C(C=CC=C1Cl)C1=NNC2=NC(=C(N=C21)COC)N2CCNCC2 1-[3-(2,3-dichlorophenyl)-5-(methoxymethyl)-1H-pyrazolo[3,4-b]pyrazin-6-yl]piperazine